ONC(=O)C1=CC=C(CN2SCCC3=C2C=CC(=C3)C(=O)N)C=C1 1-(4-(Hydroxycarbamoyl)benzyl)-3,4-dihydro-1H-benzo[c][1,2]thiazine-6-carboxamide